O1C(=CC2=C1C=CC=C2)C(=O)C(C#N)C(O)C2=C(C=CC=C2)Cl 2-(benzofuran-2-carbonyl)-3-(2-chlorophenyl)-3-hydroxypropionitrile